tert-butyl 6-[3-[(2,7-dichloroquinazolin-4-yl)-methyl-amino]phenyl]-2,6-diazaspiro[3.3]heptane-2-carboxylate ClC1=NC2=CC(=CC=C2C(=N1)N(C=1C=C(C=CC1)N1CC2(CN(C2)C(=O)OC(C)(C)C)C1)C)Cl